CN1CCN(CC1)C1=NC=C(C=N1)C(=O)N 2-(4-methylpiperazin-1-yl)pyrimidine-5-carboxamide